OCC1=NC=CC(=C1)N 2-(hydroxymethyl)-4-aminopyridine